C(C)(C)(C)OC(=O)N1CCC(=CC1)C1=NC(=CC=C1)OCC1=C(C=C(C=C1)C#N)F 4-[6-[(4-cyano-2-fluoro-phenyl)methoxy]-2-pyridyl]-3,6-dihydro-2H-pyridine-1-carboxylic acid tert-butyl ester